5-methyl-N-(1-(4-(trifluoromethyl)benzyl)-1H-indazol-3-yl)oxazole-4-carboxamide CC1=C(N=CO1)C(=O)NC1=NN(C2=CC=CC=C12)CC1=CC=C(C=C1)C(F)(F)F